N1C(NC(C2=NC3=C(N=C12)NC(NC3=O)=O)=O)=O pyrimido[5,4-g]pteridine-2,4,6,8(1H,3H,7H,9H)-tetraone